OC1C(=CC(CC1)C1=C(C=C(C=C1O)CCCCC)O)C 2-(4-Hydroxy-3-methylcyclohex-2-en-1-yl)-5-pentylbenzene-1,3-diol